[N+](=O)([O-])C1=C(C=CC(=C1)[N+](=O)[O-])OC=1C=CC=2C[C@@H]3[C@@H]4C=C[C@@H]([C@H]5[C@@]4(C2C1O5)CCN3C)O 2,4-dinitrophenyl-morphine